2-[(2R,4aR)-4a,8-dimethyl-2,3,4,5,6,7-hexahydro-1H-naphthalen-2-yl]propan C[C@]12CC[C@H](CC2=C(CCC1)C)C(C)C